CC1=C(C=C(C#N)C=C1)B1OC(C(O1)(C)C)(C)C 4-methyl-3-(tetramethyl-1,3,2-dioxaborolan-2-yl)benzonitrile